C1=CC=CC=2C3=CC=CC=C3C(C12)COC(=O)N[C@H](C(=O)OC)CC1=CC=C(C=C1)NC(=N)N methyl (S)-2-((((9H-fluoren-9-yl)methoxy)carbonyl)amino)-3-(4-guanidinophenyl)propanoate